S1(NN=CC2=C1C=CC=C2)(=O)=O benzothiadiazine-1,1-dioxide